[(3S)-3-hydroxy-piperidin-1-yl]-[3-(4-fluoro-pyridin-2-ylamino)-1-(2,2,2-trifluoro-ethyl)-1H-pyrazolo[4,3-c]pyridin-6-yl]methanone O[C@@H]1CN(CCC1)C(=O)C1=CC2=C(C=N1)C(=NN2CC(F)(F)F)NC2=NC=CC(=C2)F